CC=1C(=NC=C(C1)O[C@]1(CNCC1)C)C(=O)N methyl-5-{[(3R)-3-methylpyrrolidin-3-yl]oxy}pyridine-2-carboxamide